2-{[4-(1H-1,3-benzothiazol-6-yl)-1-oxo-2,3-dihydro-1H-isoindol-2-yl]methyl}prop-2-enenitrile S1C=NC2=C1C=C(C=C2)C2=C1CN(C(C1=CC=C2)=O)CC(C#N)=C